3-(3-fluoro-bicyclo[1.1.1]pentan-1-yl)-1-((4s,5s)-3,3,7,7-tetrafluoro-4-hydroxy-1-azaspiro[4.4]nonan-1-yl)propane-1,2-dione FC12CC(C1)(C2)CC(C(=O)N2CC([C@H]([C@]21CC(CC1)(F)F)O)(F)F)=O